2-(4-[(5-methyl-3-(propan-2-yl)pyrazolo[1,5-a]pyrimidin-7-yl)amino]piperidin-1-yl)-7-azaspiro[3.5]nonane-7-carboxylic acid tert-butyl ester C(C)(C)(C)OC(=O)N1CCC2(CC(C2)N2CCC(CC2)NC2=CC(=NC=3N2N=CC3C(C)C)C)CC1